C(C=C)(=O)N1CC=2N(C(C1)C(=O)NC)N=C(C2C2=CC=NC=C2)C2=CC=C(C=C2)F 5-acryloyl-2-(4-fluorophenyl)-N-methyl-3-(pyridin-4-yl)-4,5,6,7-tetrahydropyrazolo[1,5-a]pyrazine-7-carboxamide